BrC=1C=C(C2=C(C(=CO2)C(=O)OCC)C1)OCC=1SC=CN1 ethyl 5-bromo-7-(thiazol-2-ylmethoxy)benzofuran-3-carboxylate